methyl 2-(2-(2,4-difluorophenyl)-3,4-dihydro-2H-pyrrol-5-yl)hydrazine-1-carboxylate FC1=C(C=CC(=C1)F)C1N=C(CC1)NNC(=O)OC